FC=1C(=C(C(=O)NC(C)(CC(C)(C)C)C)C=C(C1)B1OC(C(O1)(C)C)(C)C)OCC[Si](C)(C)C 3-fluoro-5-(4,4,5,5-tetramethyl-1,3,2-dioxaborolan-2-yl)-N-(2,4,4-trimethylpentan-2-yl)-2-(2-(trimethylsilyl)ethoxy)benzamide